methyl (2S)-3-[4-(2-bromoethoxy)-2-fluorophenyl]-2-[(tert-butoxycarbonyl)amino]propanoate BrCCOC1=CC(=C(C=C1)C[C@@H](C(=O)OC)NC(=O)OC(C)(C)C)F